Cl[U] chlorouranium